N-(5-((4-((1-acetylazetidin-3-yl)oxy)phenyl)ethynyl)-8-(methylamino)-2,7-naphthyridin-3-yl)-1-fluorocyclopropane-1-carboxamide C(C)(=O)N1CC(C1)OC1=CC=C(C=C1)C#CC1=C2C=C(N=CC2=C(N=C1)NC)NC(=O)C1(CC1)F